FC=1C=C(N)C=C(C1C)C=1N=C(C2=C(N1)C=CS2)N2CCOCC2 3-fluoro-4-methyl-5-(4-morpholinothieno[3,2-d]pyrimidin-2-yl)aniline